Cl.C(CCCCCCCCC)N 1-decaneamine hydrochloride